ClC=1C=C2C(=CN=C(C2=CN1)N1[C@@H](CC1)CF)C(C)C (S)-6-chloro-1-(2-(fluoromethyl)azetidin-1-yl)-4-isopropyl-2,7-naphthyridine